(S)-(6-((2-amino-3-chloropyridin-4-yl)thio)-3-(6-amino-4,6-dihydrospiro[cyclopenta[d]thiazole-5,4'-piperidin]-1'-yl)-5-methylpyrazin-2-yl)-methanol NC1=NC=CC(=C1Cl)SC1=C(N=C(C(=N1)CO)N1CCC2(CC1)[C@@H](C1=C(N=CS1)C2)N)C